(1S,2R)-2-(((S)-(5-isopropylpyridin-2-yl)(o-tolyl)methyl)carbamoyl)cyclopentane-1-carboxylic acid C(C)(C)C=1C=CC(=NC1)[C@H](C1=C(C=CC=C1)C)NC(=O)[C@H]1[C@H](CCC1)C(=O)O